(R)-1-((2-(2-ethoxy-7-methylquinoxalin-5-yl)-6-fluorothiazolo[5,4-b]pyridin-5-yl)oxy)propan-2-yl (2-methylpyrimidin-5-yl)carbamate CC1=NC=C(C=N1)NC(O[C@@H](COC1=C(C=C2C(=N1)SC(=N2)C2=C1N=CC(=NC1=CC(=C2)C)OCC)F)C)=O